BrCCS(=O)(=O)CCBr 1-bromo-2-((2-bromoethyl)sulfonyl)ethane